2,6-dibromo-4-fluorobenzene-1-carbaldehyde BrC1=C(C(=CC(=C1)F)Br)C=O